FCC(CF)N1N=NC2=C1C=C(C=C2)C=2C=CN1N=C(N=C(C12)OC)N[C@H]1C(CN(C1)C(C)=O)(F)F (R)-1-(4-((5-(1-(1,3-difluoropropan-2-yl)-1H-benzo[d][1,2,3]triazol-6-yl)-4-methoxypyrrolo[2,1-f][1,2,4]triazin-2-yl)amino)-3,3-difluoropyrrolidin-1-yl)ethan-1-one